COC([C@H](C[C@H](C(=O)OC)CC=C)N)=O (2S,4R)-2-(amino)-4-(allyl)glutaric acid dimethyl ester